trans-4-[(E)-1-propenyl]-4'-propylbiphenyl C(=C\C)/C1=CC=C(C=C1)C1=CC=C(C=C1)CCC